2-(2-bromoethyl)morpholine-4-carboxylic acid tert-butyl ester C(C)(C)(C)OC(=O)N1CC(OCC1)CCBr